4-amino-N-[[2-fluoro-4-(trifluoromethyl)phenyl]methyl]-N-imidazol-1-yl-1-methyl-pyrazolo[4,3-c]quinoline-8-carboxamide NC1=NC=2C=CC(=CC2C2=C1C=NN2C)C(=O)N(N2C=NC=C2)CC2=C(C=C(C=C2)C(F)(F)F)F